N-(4-(5-(difluoromethyl)-1,3,4-oxadiazol-2-yl)-2-fluorobenzyl)-1-(methylimino)-N-phenylthiomorpholin-4-carboxamide 1-oxide FC(C1=NN=C(O1)C1=CC(=C(CN(C(=O)N2CCS(CC2)(=NC)=O)C2=CC=CC=C2)C=C1)F)F